2-fluoro-4-morpholinobenzoic acid FC1=C(C(=O)O)C=CC(=C1)N1CCOCC1